O[C@H]1[C@@H]([C@H]([C@H](C1)O)C\C=C/CCCC(=O)OC=1C=C(C(=O)OCC(CC#C)CC#C)C=CC1)CC[C@H](CCC1=CC=CC=C1)O 2-(Prop-2-yn-1-yl)pent-4-yn-1-yl 3-(((Z)-7-((1R,2R,3R,5S)-3,5-Dihydroxy-2-((R)-3-hydroxy-5-phenylpentyl)cyclopentyl)hept-5-enoyl)oxy)benzoate